[NH4+].C(CCCCCCC\C=C/CCCCCCCC)(=O)O oleic acid ammonium